ClC1=CC=C(C=C1)NC1=NC2=C3N(C(N(C3=N1)C1CCCCC1)=O)CCC2 2-(4-Chlorophenylamino)-4-cyclohexyl-8,9-dihydro-7H-pyrido[1,2,3-gh]purin-5(4H)-one